6-(6-(3-methoxy-2-methylphenyl)-1-oxophthalazin-2(1H)-yl)pyridin COC=1C(=C(C=CC1)C=1C=C2C=NN(C(C2=CC1)=O)C1=CC=CC=N1)C